ClC=1C=C2C(CCN(C2=CN1)S(=O)(=O)C1=CC=C(C)C=C1)(C)C 6-chloro-4,4-dimethyl-1-tosyl-1,2,3,4-tetrahydro-1,7-naphthyridine